N(C1=CC=CC=C1)[C@H](C(=O)O)CCC(C)(C)C (S)-2-anilino-5,5-dimethylhexanoic acid